C(=O)O.ClC1=CC=C(C=C(C=NO)C(C2=CC=CC=C2)=O)C=C1 p-chlorobenzoyl-cinnamaldehyde oxime formate